methyl (1S,3S)-3-((6-(3-(bromomethyl)-5-chlorothiophen-2-yl)-2-methylpyridin-3-yl)oxy)cyclohexane-1-carboxylate BrCC1=C(SC(=C1)Cl)C1=CC=C(C(=N1)C)O[C@@H]1C[C@H](CCC1)C(=O)OC